C(C)OC(=O)C=1N(C2=CC=CC=C2C1N)COC amino-1-(methoxymethyl)-1H-indole-2-carboxylic acid ethyl ester